1-((3S,5R)-1-acryloyl-5-(methoxymethyl)pyrrolidin-3-yl)-3-((1-cyclopropyl-6-fluoro-2-methyl-1H-benzo[d]imidazol-5-yl)ethynyl)-5-(methylamino)-1H-pyrazole-4-carboxamide C(C=C)(=O)N1C[C@H](C[C@@H]1COC)N1N=C(C(=C1NC)C(=O)N)C#CC1=CC2=C(N(C(=N2)C)C2CC2)C=C1F